1-benzyl 4-oxopiperidine-1,3-dicarboxylate O=C1C(CN(CC1)C(=O)OCC1=CC=CC=C1)C(=O)[O-]